C(C1=CC=CC=C1)NC1=C2N=CN(C2=NC(=N1)C=1C=NC=C(C1)OC)[C@H]1[C@@H]([C@@H]([C@H](O1)C(=O)NCC)O)O (2S,3S,4R,5R)-5-(6-(benzylamino)-2-(5-methoxypyridin-3-yl)-9H-purin-9-yl)-N-ethyl-3,4-dihydroxyltetrahydrofuran-2-formamide